CC(CC[C@@H](C(=O)O)N[C@H](C(F)(F)F)C1=CC=2CCCCC2C=C1)(C)C (2S)-5,5-dimethyl-2-{[(1S)-2,2,2-trifluoro-1-(5,6,7,8-tetrahydronaphthalen-2-yl)ethyl]amino}hexanoic acid